(1R,2S,5S)-N-((S)-1-cyano-2-((S)-2-oxopyrrolin-3-yl)ethyl)-3-((S)-3,3-dimethyl-2-(2,2,2-trifluoroacetylamino)butanoyl)-6,6-dimethyl-3-azabicyclo[3.1.0]hexane-2-carboxamide C(#N)[C@H](C[C@H]1C(NCC1)=O)NC(=O)[C@@H]1[C@H]2C([C@H]2CN1C([C@H](C(C)(C)C)NC(C(F)(F)F)=O)=O)(C)C